6-(4-((5-Fluoro-2-methoxybenzamido)methyl)phenyl)-4-(3-hydroxycyclopentyl)-1H-pyrazolo[4,3-c]pyridine-7-carboxamide FC=1C=CC(=C(C(=O)NCC2=CC=C(C=C2)C2=C(C3=C(C(=N2)C2CC(CC2)O)C=NN3)C(=O)N)C1)OC